ClC=1C(=CC2=C(N(C=N2)C2CC2)C1)C#CC1=NN(C(=C1C(=O)N)NC)[C@@H]1CN([C@H](C1)C(F)F)C(C=C)=O 3-[2-(6-chloro-1-cyclopropyl-1,3-benzodiazol-5-yl)ethynyl]-1-[(3S,5R)-5-(difluoromethyl)-1-(prop-2-enoyl)pyrrolidin-3-yl]-5-(methylamino)pyrazole-4-carboxamide